2-methyl-D-leucine C[C@@](N)(CC(C)C)C(=O)O